C1(CCCCCCC1)C(C(=O)NC1=CC=C2C(=C1)NC(C21CCS(CC1)=O)=O)NC(=O)C=1N(N=CC1)C N-{1-Cyclooctyl-2-[(1',2-dioxospiro[indoline-3,4'-thiane]-6-yl)amino]-2-oxoethyl}-2-methylpyrazole-3-carboxamide